ClC1=C(C(=O)O)C=CC(=C1)NC(=O)C=1N(C(=CN1)C=1C(=NN(C1)C1=NC=CC=N1)C(F)(F)F)C 2-chloro-4-(1-methyl-5-(1-(pyrimidin-2-yl)-3-(trifluoromethyl)-pyrazol-4-yl)-imidazole-2-carboxamido)benzoic acid